OC1CC(OCC1)O tetrahydro-4-hydroxypyranol